ClC1=CC=NC=2N1N=CC2 7-chloro-pyrazolo[1,5-a]pyrimidine